di-tert-butyl Phosphonate Hydrochloride Cl.P(OC(C)(C)C)(OC(C)(C)C)=O